(rac)-tert-butyl 4-(aminomethyl)-3-((2-ethoxy-2-oxoethoxy)methyl)-1-(4-isopropyl-2-methylphenyl)-1,4,6,7-tetrahydro-5H-pyrazolo[4,3-c]pyridine-5-carboxylate NC[C@@H]1N(CCC2=C1C(=NN2C2=C(C=C(C=C2)C(C)C)C)COCC(=O)OCC)C(=O)OC(C)(C)C |r|